CC(C=O)CCCCCCCC=O 2-methyl-1,10-decanedialdehyde